(S)-2-chloro-4-((tetrahydro-2H-pyran-3-yl)amino)pyrimidine-5-carboxylic acid ethyl ester C(C)OC(=O)C=1C(=NC(=NC1)Cl)N[C@@H]1COCCC1